NC=1C(=NC=C(C1)Cl)C#N 3-amino-5-chloropyridinecarbonitrile